5'-bromo-2,2-Bis(3-fluorophenyl)spiro[cyclopropane-1,3'-indol]-2'-one BrC=1C=C2C3(C(NC2=CC1)=O)C(C3)(C3=CC(=CC=C3)F)C3=CC(=CC=C3)F